CSCCCCCCCCC(=S)NO The molecule is a methyl sulfide that is nonylthiohydroximate in which one of the terminal methyl hydrogens has been replaced by a methylthio group. It is a thiohydroximic acid and a methyl sulfide.